1,3,6-Cycloheptatrien-1-ol C1(=CC=CCC=C1)O